2-({2-chloro-5-cyano-3-[(3R)-3-methylpiperazin-1-yl]phenyl}amino)-4-(cyclopropylamino)pyrazolo[1,5-a][1,3,5]triazine-8-carbonitrile ClC1=C(C=C(C=C1N1C[C@H](NCC1)C)C#N)NC1=NC=2N(C(=N1)NC1CC1)N=CC2C#N